OCCN1N=CC(=C1)NC1=NC=CC(=N1)C=1C=CC2=C(CCCCC2C2N(CCC2C(C)C)C(=O)N)C1 (2-(2-((1-(2-hydroxyethyl)-1H-pyrazol-4-yl)amino)pyrimidin-4-yl)-6,7,8,9-tetrahydro-5H-benzo[7]annulen-5-yl)-3-isopropylpyrrolidine-1-carboxamide